tert-butyl 2'-(6-fluoroquinolin-3-yl)-5',6'-dihydrospiro[azetidine-3,4'-pyrrolo[1,2-b]pyrazole]-1-carboxylate FC=1C=C2C=C(C=NC2=CC1)C=1C=C2N(N1)CCC21CN(C1)C(=O)OC(C)(C)C